CN1N=CC(=C1)C1=CC=CC(=N1)NC(=O)C=1C=C2C(=NC1N1CC3C(C1)CN(C3)C(=O)OC(C)(C)C)N=C(O2)N2CCOCC2 tert-Butyl 5-(6-((6-(1-methyl-1H-pyrazol-4-yl)pyridin-2-yl)carbamoyl)-2-morpholinooxazolo[4,5-b]pyridin-5-yl)hexahydropyrrolo[3,4-c]pyrrole-2(1H)-carboxylate